Ethyl [(2R,3S)-2-methyl-2,3-dihydrofuro[3,2-b]pyridin-3-yl]acetate C[C@@H]1[C@H](C2=NC=CC=C2O1)CC(=O)OCC